[O].C(CCC)=O butanal oxygen